BrC=1C=CC2=C(C(=NCC=3N2C(NN3)=O)C3=C(C=CC=C3F)F)C1Cl 8-Bromo-7-chloro-6-(2,6-difluorophenyl)-2,4-dihydro-[1,2,4]triazolo[4,3-a][1,4]benzodiazepin-1-on